C(C(C)C)(=O)O[C@H]1[C@@H](OC([C@H](COC([C@@H]1CC1=CC=CC=C1)=O)NC(=O)C1=NC=CC(=C1OCOC(C(C)C)=O)OC)=O)C (3S,6S,7R,8R)-8-benzyl-3-{3-[(isobutyryloxy)methoxy]-4-methoxypyridine-2-carboxamido}-6-methyl-4,9-dioxo-1,5-dioxonan-7-yl isobutyrate